O=C1C(O)=C([O-])[C@H](O1)[C@@H](O)CO.[Ca+2].O=C1C(O)=C([O-])[C@H](O1)[C@@H](O)CO (+)-Calcium ascorbate